3-(1-oxo-4-(1,2,3,6-tetrahydropyridin-4-yl)isoindolin-2-yl)piperidine-2,6-dione O=C1N(CC2=C(C=CC=C12)C=1CCNCC1)C1C(NC(CC1)=O)=O